((2-(cyclopropylmethyl)-1,2,3,4-tetrahydroisoquinolin-7-yl)amino)-1-methylpyridin-2(1H)-one C1(CC1)CN1CC2=CC(=CC=C2CC1)NC=1C(N(C=CC1)C)=O